FC1=C(C=CC=C1C[C@@H]1N(CC([C@@H]1NS(=O)(=O)C)(F)F)C(=O)[C@@H]1OCC1)C1=CC(=CC=C1)F N-[(2S,3R)-2-[(2,3'-difluoro[1,1'-biphenyl]-3-yl)methyl]-4,4-difluoro-1-((2R)-oxetane-2-carbonyl)pyrrolidin-3-yl]methane-sulfonamide